6-(2-Chloro-3-(5-chloro-6-(4-formyl-3-methoxyphenyl)pyrimidin-4-yl)phenyl)-2-methoxynicotinaldehyde ClC1=C(C=CC=C1C1=NC=NC(=C1Cl)C1=CC(=C(C=C1)C=O)OC)C1=NC(=C(C=O)C=C1)OC